(2-isopropylpyrimidin-4-yl)methylamine C(C)(C)C1=NC=CC(=N1)CN